C1(=CC=CC=C1)C(=C)C1=NNC2=C1C=1N(C(=N2)N2CCC3(CC2)[C@@H](C2=CC=CC=C2C3)N)C=CN1 (S)-1'-(9-(1-phenylvinyl)-7H-imidazo[1,2-c]pyrazolo[4,3-e]pyrimidin-5-yl)-1,3-dihydrospiro[inden-2,4'-piperidin]-1-amine